(1s,3s)-1,3-bis(bromomethyl)cyclopentane BrC[C@@H]1C[C@H](CC1)CBr